1-[5-(5-chloro-2-methoxypyridin-4-yl)-1H-pyrazole-3-carbonyl]-N-{2-oxabicyclo[2.1.1]hexan-4-yl}piperidine-4-carboxamide ClC=1C(=CC(=NC1)OC)C1=CC(=NN1)C(=O)N1CCC(CC1)C(=O)NC12COC(C1)C2